3-Ethyl-1-methoxy-1-[[4-[5-(trifluoromethyl)-1,2,4-oxadiazol-3-yl]phenyl]methyl]urea C(C)NC(N(CC1=CC=C(C=C1)C1=NOC(=N1)C(F)(F)F)OC)=O